C1=NC=CC2=C(C=CC=C12)C1=NN=C(C2=CC=CC=C12)NC=1C=C(C=CC1)C 4-(isoquinolin-5-yl)-N-m-tolylphthalazin-1-amine